3,3'-disulfanediyldipropyl chloride S(SCCCCl)CCCCl